C1=CC=CC2=NC3=CC=CC=C3C(=C12)CCCCCCCCC=1C2=CC=CC=C2N=C2C=CC=CC12 1,8-bis(9-acridinyl)octane